[(2S)-2-[(tert-butoxycarbonyl)amino]propanamido]acetic acid C(C)(C)(C)OC(=O)N[C@H](C(=O)NCC(=O)O)C